C(C)(C)(C)C1=CC=C(C=C1)N(C(=O)N1[C@@H](CCC1)C#N)C(C(=O)OC)C=1C=NC=C(C1)F methyl 2-((S)-N-(4-(tert-butyl)phenyl)-2-cyanopyrrolidine-1-carboxamido)-2-(5-fluoropyridin-3-yl)acetate